C(C)(C)(C)OC(=O)N1CCC2(CN(C2)C2=NC=NC=C2OC2=C(C=C(C=C2)F)C(=O)OC)CC1 2-(5-(4-fluoro-2-(methoxycarbonyl)phenoxy)pyrimidin-4-yl)-2,7-diazaspiro[3.5]nonane-7-carboxylic acid tert-butyl ester